NC1CCC(CC1)(C)NC(OC(C)(C)C)=O tert-butyl (4-amino-1-methylcyclohexyl)carbamate